5,6-bis(9H-carbazol-9-yl)-4-(4,6-diphenyl-1,3,5-triazin-2-yl)-[1,1'-biphenyl]-2-carbonitrile C1=CC=CC=2C3=CC=CC=C3N(C12)C1=C(C=C(C(=C1N1C2=CC=CC=C2C=2C=CC=CC12)C1=CC=CC=C1)C#N)C1=NC(=NC(=N1)C1=CC=CC=C1)C1=CC=CC=C1